4-(benzyloxy)-3-oxobutanoic acid tert-butyl ester C(C)(C)(C)OC(CC(COCC1=CC=CC=C1)=O)=O